C(C)(C)(C)OC(=O)N1CCC(CC1)C(=O)O 1-(tert-butoxycarbonyl)piperidine-4-Formic acid